C(#N)[C@@H](C[C@@H]1C(NCCC1)=O)NC(=O)[C@@H]1N([C@H]2CC([C@@H]1CC2)(F)F)C(=O)C=2NC1=C(C=CC(=C1C2)F)F (1R,3R,4R)-N-[(1R)-1-cyano-2-[(3R)-2-oxo-3-piperidyl]ethyl]-2-(4,7-difluoro-1H-indole-2-carbonyl)-5,5-difluoro-2-azabicyclo[2.2.2]octane-3-carboxamide